4-chloro-1-[(4-methoxyphenyl)methyl]-7-(trifluoromethylsulfonyl)indazole ClC1=C2C=NN(C2=C(C=C1)S(=O)(=O)C(F)(F)F)CC1=CC=C(C=C1)OC